6-(trifluoromethyl)pyridine-2-carboxamide FC(C1=CC=CC(=N1)C(=O)N)(F)F